Cl.C(C=CC1=CC=CC=C1)N1CCN(CC1)CCOC1=CC=C(C=C1)N1C=NC2=C1C=CC=C2 (4-(2-(4-cinnamylpiperazin-1-yl)ethoxy)phenyl)-1H-benzo[d]imidazole hydrochloride